(S)-(1,3-Dimethyl-azetidin-3-yl)-(4-isopropyl-phenyl)-{3-[3-(tetrahydro-pyran-4-yl)-[1,2,4]oxadiazol-5-yl]-phenyl}-methanol CN1CC(C1)(C)[C@@](O)(C1=CC(=CC=C1)C1=NC(=NO1)C1CCOCC1)C1=CC=C(C=C1)C(C)C